tert-butyl 4-[2-(7-fluoro-6-methoxy-2-methylindazol-5-yl)thieno[2,3-d][1,3]thiazol-5-yl]piperidine-1-carboxylate FC1=C(C(=CC2=CN(N=C12)C)C=1SC2=C(N1)SC(=C2)C2CCN(CC2)C(=O)OC(C)(C)C)OC